{2-[(9R)-9-[3-(trifluoromethyl)phenyl]-6-oxaspiro[4.5]decan-9-yl]ethyl}({[5-(trifluoromethyl)pyridin-3-yl]methyl})amine FC(C=1C=C(C=CC1)[C@@]1(CCOC2(CCCC2)C1)CCNCC=1C=NC=C(C1)C(F)(F)F)(F)F